F[C@@H]1[C@H](CCC1)N1N=CC(=C1)C=1C(=C(C=CC1)C1=NN(C2=CN=C(C=C21)NC(=O)C2CC2)C)OC N-(3-(3-(1-((1S,2S)-2-fluorocyclopentyl)-1H-pyrazol-4-yl)-2-methoxyphenyl)-1-methyl-1H-pyrazolo[3,4-c]pyridin-5-yl)cyclopropanecarboxamide